C(C)(=O)SCC1(CN(C1)C(=O)OC(C)(C)C)COCCCCCCCC\C=C/CCCCCCCC tert-butyl (Z)-3-[(acetylthio)methyl]-3-[(octadec-9-en-1-yloxy)methyl]azetidine-1-carboxylate